6-quinolinesulfonic acid N1=CC=CC2=CC(=CC=C12)S(=O)(=O)O